N-[3-chloro-2-(4,4-dimethyl-1-piperidyl)phenyl]-5-cyclopropylsulfonyl-thiophene-2-sulfonamide ClC=1C(=C(C=CC1)NS(=O)(=O)C=1SC(=CC1)S(=O)(=O)C1CC1)N1CCC(CC1)(C)C